N1(CCCCC1)C1=C(C=C(C=C1)C(F)(F)F)NS(=O)(=O)C=1C=C(C(=O)O)C=CC1N1N=CC=C1 3-(N-(2-(piperidin-1-yl)-5-(trifluoromethyl)phenyl)sulfamoyl)-4-(pyrazol-1-yl)benzoic acid